Boc-L-alaninol C(=O)(OC(C)(C)C)N[C@@H](C)CO